6-(3-Azabicyclo[4.1.0]heptan-1-yl)-N-(3-chloro-2-fluorophenyl)pyrido[3,2-d]pyrimidin-4-amine C12(CNCCC2C1)C=1C=CC=2N=CN=C(C2N1)NC1=C(C(=CC=C1)Cl)F